(4-methoxy-phenyl)-[4-(3,4,5-tris-octadecyloxy-cyclohexylmethoxy)-phenyl]-methanol COC1=CC=C(C=C1)C(O)C1=CC=C(C=C1)OCC1CC(C(C(C1)OCCCCCCCCCCCCCCCCCC)OCCCCCCCCCCCCCCCCCC)OCCCCCCCCCCCCCCCCCC